(S)-2-(difluoromethyl)-N-(3-(1-((2-ethyl-2H-pyrazolo[3,4-b]pyrazin-6-yl)amino)ethyl)phenyl)thiazole-5-carboxamide FC(C=1SC(=CN1)C(=O)NC1=CC(=CC=C1)[C@H](C)NC=1C=NC=2C(N1)=NN(C2)CC)F